ClC1=CC=C(C=N1)C1=NN=C(S1)N[C@@H]1C(NC[C@H]1C1=C(C=C(C=C1F)OC)F)=O (3s,4r)-3-{[5-(6-chloropyridin-3-yl)-1,3,4-thiadiazol-2-yl]amino}-4-(2,6-difluoro-4-methoxyphenyl)pyrrolidin-2-one